4-(1,4-dioxaspiro[4.5]decan-8-yl)cyclohexanone O1CCOC12CCC(CC2)C2CCC(CC2)=O